4-(tert-Butoxycarbonyl)-2-oxo-bicyclo[2.2.2]octane-1-carboxylic acid C(C)(C)(C)OC(=O)C12CC(C(CC1)(CC2)C(=O)O)=O